C(CCCCCCCCCCCCCCCCCCCCC)P(CCCC)[Pd]C1=C(C=CC=C1)C1=C(C=CC=C1)N (docosyl-n-butylphosphino)(2'-Amino-1,1'-biphenyl-2-yl)palladium(II)